[Na].CC1=CC=CC=C1O 6-methylphenol sodium